O1CC[C@@H](C2=CC=CC=C12)NC(=O)C1=CC2=C(N=C(S2)N2CCN(CC2)CCO)C=C1 (S)-N-(chroman-4-yl)-2-(4-(2-hydroxyethyl)-piperazin-1-yl)benzo-[d]thiazole-6-carboxamide